(S or R)-N-(2-(3-(2-(5-fluorothiophen-2-yl)ethyl)-1-(2-(6-methylpyridin-3-yl)propan-2-yl)pyrrolidin-3-yl)propan-2-yl)benzene-sulfonamide FC1=CC=C(S1)CC[C@]1(CN(CC1)C(C)(C)C=1C=NC(=CC1)C)C(C)(C)NS(=O)(=O)C1=CC=CC=C1 |o1:8|